O=C(CN(CC(=O)NCCCCCC(=O)O)CC(=O)NCCO[C@@H]1O[C@@H]([C@H]([C@@H]([C@H]1O)O)O)CO)NCCO[C@@H]1O[C@@H]([C@H]([C@@H]([C@H]1O)O)O)CO 6-(2-(bis(2-oxo-2-((2-(((2R,3R,4S,5S,6R)-3,4,5-trihydroxy-6-(hydroxymethyl)tetrahydro-2H-pyran-2-yl)oxy)ethyl)amino)ethyl)amino)acetamido)hexanoic acid